1-methyl-4-(4-nitro-2-(trifluoromethyl)benzyl)piperazine CN1CCN(CC1)CC1=C(C=C(C=C1)[N+](=O)[O-])C(F)(F)F